2-(hydroxymethyl)-1-isopropyl-7-(4,4,5,5-tetramethyl-1,3,2-dioxaborolan-2-yl)quinolin-4(1H)-one OCC=1N(C2=CC(=CC=C2C(C1)=O)B1OC(C(O1)(C)C)(C)C)C(C)C